C(C)N1C(=NC(=C1)C(F)(F)F)C1=CC=C(C=C1)CB1OC(C(O1)(C)C)(C)C 1-ethyl-2-(4-((4,4,5,5-tetramethyl-1,3,2-dioxaborolan-2-yl)methyl)phenyl)-4-(trifluoromethyl)-1H-imidazole